C1(C=CC2=CC=CC=C12)C(=O)C1C=CC2=CC=CC=C12 indenylketone